2,2,2-trifluoroethyl 2-oxo-2-[rac-(2R,5R)-4,4-difluoro-5-methyl-2-phenyl-1-piperidyl]acetate O=C(C(=O)OCC(F)(F)F)N1[C@H](CC([C@@H](C1)C)(F)F)C1=CC=CC=C1 |r|